FC1=CC=C2C(CCOC2=C1)=O 7-fluorochroman-4-one